CC1=CC=C(C=C1)S(=O)(=O)O.C(#C)C=1C(=C(SC1)CNCC[C@]1(CCOC2(CCCC2)C1)C1=NC=CC=C1)OC (R)-N-((4-ethynyl-3-methoxythiophen-2-yl)methyl)-2-(9-(pyridin-2-yl)-6-oxaspiro[4.5]decan-9-yl)ethanamine 4-methylbenzenesulfonate